OCC=1C=CC(=C(C1)[C@@H]1[C@H](CC=2C(=NC=NC2C1)N1CCN(CC1)C(C=C)=O)C)C 1-(4-((6s,7s)-7-(5-(hydroxymethyl)-2-methylphenyl)-6-methyl-5,6,7,8-tetrahydroquinazolin-4-yl)piperazin-1-yl)prop-2-en-1-one